Methyl (Z)-1-(4-amino-2-fluorobut-2-en-1-yl)-4-(3-(N,N-dimethylsulfamoyl)-4-methoxyphenyl)-1H-benzo[d]imidazole-6-carboxylate NC\C=C(\CN1C=NC2=C1C=C(C=C2C2=CC(=C(C=C2)OC)S(N(C)C)(=O)=O)C(=O)OC)/F